CC(C)[C@@H]([C@@H](CC=C)C)O (3S,4R)-2,4-DIMETHYLHEPT-6-EN-3-OL